FC(C1=C(C=CC=C1)S(=O)(=O)N1CC2(C1)CN(C2)C=O)(F)F [2-[2-(trifluoromethyl)phenyl]sulfonyl-2,6-diazaspiro[3.3]heptane-6-yl]methanone